diethyl 3-((4-acetylphenyl) ethynyl)-1H-pyrrole-2,4-dicarboxylate C(C)(=O)C1=CC=C(C=C1)C#CC1=C(NC=C1C(=O)OCC)C(=O)OCC